dimethoxymethyl-3-piperidinyl-propyl-silane COC(OC)[SiH2]CCCN1CCCCC1